(S)-2-((S)-4,4-difluoro-3-(6-oxo-1,6-dihydropyridin-3-yl)piperidin-1-yl)-N-(6,7-dihydro-5H-indeno[5,6-d]thiazol-2-yl)propanamide FC1([C@H](CN(CC1)[C@H](C(=O)NC=1SC2=C(N1)C=C1CCCC1=C2)C)C2=CNC(C=C2)=O)F